trans-1,2-cyclopentanedicarboxylic acid [C@@H]1([C@@H](CCC1)C(=O)O)C(=O)O